FC1=C(C=CC(=C1)F)[C@H](C)NC([C@@H](C)N1C(NC2=CC=CC=C2C1=O)=O)=O (2R)-N-[(1S)-1-(2,4-difluorophenyl)ethyl]-2-(2,4-dioxo-1H-quinazolin-3-yl)propanamide